C1(CC(C(CC1)C(C)C)C1C(CCCC1(C)CCCC(C)O)O)C o-menthyl-3-(4-hydroxy-pentyl)3-methyl-cyclohexanol